C1(CCCC1)N1C(C2C3C=CC(C2C1)C3)=O 4-cyclopentyl-4-aza-tricyclo[5.2.1.02,6]-8-decene-3-one